C(C)C=1C=NN2C1N=C(C=C2NCC=2C=CC(=NC2)OCCOCCOCC(=O)OC(C)(C)C)N2[C@@H](CCCC2)CCO tert-butyl 2-[2-[2-[[5-[[[3-ethyl-5-[(2S)-2-(2-hydroxyethyl)-1-piperidyl]pyrazolo[1,5-a]pyrimidin-7-yl]amino]methyl]-2-pyridyl]oxy]ethoxy]ethoxy]acetate